5-(4-(((2s,6r)-6-(fluoromethyl)-6-methyl-1,4-dioxan-2-yl)methoxy)phenyl)-2-oxo-6-(trifluoromethyl)-1,2-dihydropyridine-3-carboxamide FC[C@]1(COC[C@H](O1)COC1=CC=C(C=C1)C=1C=C(C(NC1C(F)(F)F)=O)C(=O)N)C